1-(3-Aminopropyl)silantriol NCCC[Si](O)(O)O